C(C)(=O)OC1=CC=C(CONC(CCC(C(=O)O)CC2=CC=C(C=C2)C(=O)OCC)=O)C=C1 5-(((4-Acetoxybenzyl)oxy)amino)-2-(4-(ethoxycarbonyl)benzyl)-5-oxopentanoic acid